Cl.NC1CCN(CC1)C=1N(C(C(=C(N1)C1=CC=C(C=C1)C#N)C1=CC=C(OCC(=O)NC2=C(C(=O)NO)C=CC=C2)C=C1)=O)C 2-(2-(4-(2-(4-aminopiperidin-1-yl)-4-(4-cyanophenyl)-1-methyl-6-oxo-1,6-dihydropyrimidin-5-yl)phenoxy)acetamido)-N-hydroxybenzoamide hydrochloride